nickel manganese-aluminum [Al].[Mn].[Ni]